OC[C@@]12[C@H]([C@@H]([C@H](CN2CCC1)O)O)O (6S,7R,8R,8aR)-8a-(hydroxymethyl)-octahydroindolizine-6,7,8-triol